C(#N)C1=CC(=C(COC2=CC=CC(=N2)C2CCN(CC2)CC2=NC3=C(N2C[C@H]2OCC2)C=C(C=C3OC(F)F)C(=O)[O-])C=C1)F (S)-2-((4-(6-((4-cyano-2-fluorobenzyl) oxy) pyridin-2-yl) piperidin-1-yl) methyl)-4-difluoromethoxy-1-(((S)-oxetan-2-yl) methyl)-1H-benzoimidazole-6-carboxylate